O1C(=CC=C1)C1=C(C=CC=C1)NS(=O)(=O)C1=CC(=CC=C1)C(F)(F)F N-[2-(2-furyl)phenyl]-3-(trifluoromethyl)benzenesulfonamide